C(C1=CC=CC=C1)N(C1CCC(CC1)(C(F)(F)F)OCCOC)CC1=CC=CC=C1 (1r,4r)-N,N-dibenzyl-4-(2-methoxyethoxy)-4-(trifluoromethyl)cyclohexane-1-amine